FC1([C@H]2[C@H]3[C@](CC[C@@H]2[C@]2(CC[C@@H]([C@@H](C2C1)O)OC(C)=O)C)([C@H](CC3)[C@H](C)CCCC(C)(C)O)C)F acetic acid-(1R,3aS,3bS,6R,7S,9aR,9bS,11aR)-4,4-difluoro-6-hydroxyl-1-[(2R)-6-hydroxyl-6-methylhept-2-yl]-9a,11a-dimethylhexadecahydro-1H-cyclopenta[1,2-i]phenanthrene-7-yl ester